C(C)(C)(C)OC(CCN1C([C@]2(C3=CC=C(C=C13)Cl)C1(N[C@H]([C@@H]2C2=C(C(=CC=C2)Cl)F)C(=O)OC)CCCCC1)=O)=O Methyl (3'R,4'S,5'R)-1''-(3-(tert-butoxy)-3-oxopropyl)-6''-chloro-4'-(3-chloro-2-fluorophenyl)-2''-oxodispiro[cyclohexane-1,2'-pyrrolidine-3',3''-indoline]-5'-carboxylate